(R)-3-(2-(3-((benzyloxy)methyl)-1-(2-(pyridin-2-yl)propan-2-yl)pyrrolidin-3-yl)ethyl)benzonitrile C(C1=CC=CC=C1)OC[C@]1(CN(CC1)C(C)(C)C1=NC=CC=C1)CCC=1C=C(C#N)C=CC1